ClC1=C(C(=NC=C1C(=O)OC)OC(F)F)F methyl 4-chloro-6-(difluoromethoxy)-5-fluoronicotinate